1-(4-(4-amino-7-cyclopropyl-7H-pyrrolo[2,3-d]pyrimidin-5-yl)benzo[d]isoxazol-7-yl)-3-(4-((1-methylpiperidin-4-yl)oxy)-3-(trifluoromethyl)-phenyl)urea NC=1C2=C(N=CN1)N(C=C2C2=CC=C(C1=C2C=NO1)NC(=O)NC1=CC(=C(C=C1)OC1CCN(CC1)C)C(F)(F)F)C1CC1